6-(5-((S)-1-(3,5-bis(trifluoromethyl)benzamido)ethyl)-1H-1,2,4-triazol-1-yl)-N-(ethyl(methyl)(oxo)-λ6-sulfaneylidene)pyrimidine-4-carboxamide FC(C=1C=C(C(=O)N[C@@H](C)C2=NC=NN2C2=CC(=NC=N2)C(=O)N=S(=O)(C)CC)C=C(C1)C(F)(F)F)(F)F